Cl.FC1=CC=C(C=2C=CC=NC12)N[C@@H]1CNCC1 (S)-8-fluoro-N-(pyrrolidin-3-yl)quinolin-5-amine hydrochloride